C(#N)C1=C(C(=NC=C1)N1C[C@@H](CC1)OC(C)C)NC(=O)N1CCC(CC1)(C)C1=NOC(=N1)[C@H]1[C@H](C1)F N-(4-cyano-2-((R)-3-isopropoxypyrrolidin-1-yl)pyridin-3-yl)-4-(5-((1S,2S)-2-fluorocyclopropyl)-1,2,4-oxadiazol-3-yl)-4-methylpiperidine-1-carboxamide